2-phenyl-8-hydroxyquinoline lead salt [Pb].C1(=CC=CC=C1)C1=NC2=C(C=CC=C2C=C1)O